6-(2-hydroxyethyl)pyridine-3-carboxylic acid methyl ester COC(=O)C=1C=NC(=CC1)CCO